C[Si](C)C1=CC=C(C=C1)OC2=CC=C(C=C2)[Si](C)C bis[(p-dimethylsilyl)phenyl]ether